FC1(CC12CN(CC2)C2=NC(=CC1=C2N=C(N=C1)NC1CCN(CC1)S(=O)(=O)C)C)F 8-(1,1-difluoro-5-azaspiro[2.4]heptan-5-yl)-6-methyl-N-(1-(methylsulfonyl)piperidin-4-yl)pyrido[3,4-d]pyrimidin-2-amine